2,6-diisopropylphenylimidazolium bromide [Br-].C(C)(C)C1=C(C(=CC=C1)C(C)C)C=1NC=C[NH+]1